O1C2=C(OCC1)C=C(C=C2)C(CCN2CC1=CC=C(C=C1C2)C2=CC=C(C=C2)F)=O 1-(2,3-dihydrobenzo[b][1,4]dioxin-6-yl)-3-(5-(4-fluorophenyl)isoindolin-2-yl)propan-1-one